CC(=O)CN The molecule is a propanone consisting of acetone having an amino group at the 1-position. It has a role as an Escherichia coli metabolite and a mouse metabolite. It is a methyl ketone and a member of propanones. It derives from an acetone. It is a conjugate base of an ammonioacetone.